[(1R)-3-bromo-1-methyl-propoxy]methylbenzene BrCC[C@H](OCC1=CC=CC=C1)C